FC1=C(C=C(C=C1)C1(CC1)NC1CN(C1)C(=O)OC(C)(C)C)C(F)(F)F tert-butyl 3-((1-(4-fluoro-3-(trifluoromethyl)phenyl)cyclopropyl)amino)azetidine-1-carboxylate